ClCC(COC1=C(C(=CC(=N1)C1=NC=CC=C1)C1=CC=C(C=C1)C(C)C)C#N)O 6-(3-Chloro-2-hydroxy-propoxy)-4-(4-isopropyl-phenyl)-[2,2']bipyridinyl-5-carbonitrile